6-(5-(trifluoromethyl)pyrimidin-2-yl)-1,2-dihydroisoquinoline-4-carbonitrile FC(C=1C=NC(=NC1)C=1C=C2C(=CNCC2=CC1)C#N)(F)F